2,2,2-trifluoro-N-(3-methyl-pyrazin-2-ylmethyl)-acetamide FC(C(=O)NCC1=NC=CN=C1C)(F)F